C(C1=CC=CC=C1)NC1=NC=2N(C=C1)N=C(C2/C=C/C(=O)OC)C=2OC=CC2 methyl (E)-3-[5-(benzylamino)-2-(2-furyl)pyrazolo[1,5-a]pyrimidin-3-yl]prop-2-enoate